2-[4-[2-(4-chloro-2-fluoro-phenyl)-2,3-dihydro-1,4-benzodioxin-5-yl]phenyl]acetyl chloride ClC1=CC(=C(C=C1)C1COC2=C(O1)C=CC=C2C2=CC=C(C=C2)CC(=O)Cl)F